ClC=1C=C2C(=CC(=NC2=CN1)C1=C(C=CC=C1C)F)NC1CCN(CC1)C 6-chloro-2-(2-fluoro-6-methyl-phenyl)-N-(1-methyl-4-piperidyl)-1,7-naphthyridin-4-amine